1,2-dibromoethanol BrC(CBr)O